2-[6-[6-(2,6-diazaspiro[3.3]heptan-2-yl)-3-pyridyl]-7-fluoro-indazol-2-yl]-2-(6,7-dihydro-5H-pyrrolo[1,2-c]imidazol-1-yl)-N-thiazol-2-yl-acetamide, trifluoroacetic acid salt FC(C(=O)O)(F)F.C1N(CC12CNC2)C2=CC=C(C=N2)C=2C=CC1=CN(N=C1C2F)C(C(=O)NC=2SC=CN2)C2=C1N(C=N2)CCC1